2-Ethylsulfanyl-N-[(3-fluorophenyl)-methyl]-6-(3-methoxy-azetidin-1-yl)-4-methyl-pyridine-3-carboxylic acid amide C(C)SC1=NC(=CC(=C1C(=O)NCC1=CC(=CC=C1)F)C)N1CC(C1)OC